3-(6-chloro-1-(tetrahydro-2H-pyran-2-yl)-1H-pyrazolo[4,3-c]pyridin-3-yl)-3,6-diazabicyclo[3.1.1]heptane-6-carboxylate ClC1=CC2=C(C=N1)C(=NN2C2OCCCC2)N2CC1N(C(C2)C1)C(=O)[O-]